O.O[C@H](C)C1=NC=2C(=C3C(=NC2)C=CS3)N1[C@H]1CC[C@@H](OC1)CC#N ((2R,5S)-5-(2-[(1R)-1-Hydroxyethyl]-1H-imidazo[4,5-d]thieno[3,2-b]pyridin-1-yl)tetrahydro-2H-pyran-2-yl)acetonitrile hydrate